C(#C)C=1C(=CC=C2C=CC=C(C12)C1=C(C=C2C(=NC(=NC2=C1F)OCC1CCOCC1)N1C[C@](CCC1)(C)O)[N+](=O)[O-])F 4-(((7-((S)-8-ethynyl-7-fluoronaphthalen-1-yl)-8-fluoro-4-((R)-3-hydroxy-3-methylpiperidin-1-yl)-6-nitroquinazolin-2-yl)oxy)methyl)tetrahydro-2H-pyran